FC1=NC=CC(=C1)C=1C=C2C=CC(=NC2=CC1)N1CCC(CC1)C(=O)OCC ethyl 1-(6-(2-fluoropyridin-4-yl)quinolin-2-yl)piperidine-4-carboxylate